C(C)C1=CC2=C(C(C=3NC4=CC(=CC=C4C3C2=O)C#C)(C)C)C=C1N1CCN(CC1)C 9-ethyl-3-ethynyl-6,6-dimethyl-8-(4-methylpiperazin-1-yl)-5,6-dihydro-11H-benzo[b]carbazol-11-one